C1\C=C/CCCCCCCCCCC(=O)OC1=O cis-2-tridecene-1,13-dicarboxylic anhydride